COC=1N=CC2=C(N1)C=CN=C2 methoxypyrido[4,3-d]pyrimidin